Cl.NCCCCNC1=C2C(N(C(C2=CC=C1)=O)C1C(NC(CC1)=O)=O)=O 4-((4-aminobutyl)amino)-2-(2,6-dioxopiperidine-3-yl)isoindoline-1,3-dione hydrochloride